C1(CC1)S(=O)(=O)N[C@@H]1C[C@H](N(C1)C(=O)NC=1SC(=C(N1)C)C1=NC(=NC=C1)C1CC1)C(=O)N (2S,4R)-4-(cyclopropanesulfonylamino)-N1-(5-(2-cyclopropylpyrimidin-4-yl)-4-methylthiazol-2-yl)pyrrolidine-1,2-dicarboxamide